behenyl behenate (behenyl behenate) C(CCCCCCCCCCCCCCCCCCCCC)C(C(=O)O)CCCCCCCCCCCCCCCCCCCC.C(CCCCCCCCCCCCCCCCCCCCC)(=O)OCCCCCCCCCCCCCCCCCCCCCC